(R)-7-fluoro-2-(4-((6-oxo-5-(trifluoromethyl)-1,6-dihydropyridazin-4-yl)amino)-5-(trifluoromethoxy)pentyl)-6-(5-(trifluoromethyl)pyrimidin-2-yl)isoquinolin-1(2H)-one FC1=C(C=C2C=CN(C(C2=C1)=O)CCC[C@H](COC(F)(F)F)NC=1C=NNC(C1C(F)(F)F)=O)C1=NC=C(C=N1)C(F)(F)F